C(CC(C)C)N(C(=O)OCC1=C(C=NN1C)C1=CC=C(OC2CCCCC2)C=C1)C (1S,3S)-3-(4-(5-(((Isopentyl(methyl)carbamoyl)oxy)methyl)-1-methyl-1H-pyrazol-4-yl)phenoxy)cyclohexan